BrC1=CC(=C(C=C1)C1=NN2C(=NC=3C=CC=CC3C2=N1)N[C@@H]1C(NCCCC1)=O)OC(F)(F)F (3S)-3-({2-[4-bromo-2-(trifluoromethoxy)phenyl][1,2,4]triazolo[1,5-c]quinazolin-5-yl}amino)azepan-2-one